N,N-bis(p-toluenesulfonylmethyl)ethylamine CC1=CC=C(C=C1)S(=O)(=O)CN(CS(=O)(=O)C1=CC=C(C)C=C1)CC